tert-butyl (8-(2-(2,6-dioxopiperidin-3-yl)-1,3-dioxoisoindoline-5-carboxamido)octyl)carbamate O=C1NC(CCC1N1C(C2=CC=C(C=C2C1=O)C(=O)NCCCCCCCCNC(OC(C)(C)C)=O)=O)=O